ClC1=CC=C(S1)CNC1=CC(=NN1)C1CCN(CC1)CC=1OC=CN1 N-[(5-Chlorothiophen-2-yl)methyl]-3-[1-(1,3-oxazol-2-ylmethyl)piperidin-4-yl]-1H-pyrazol-5-amin